C(C)NCCN1CCNCC1 N-(2-ethylaminoethyl)-piperazine